C(C)(=O)NC1=CC=C(C=C1)NC(C1=C(N=CC(=C1)C1=CC=C(C=C1)CN(C)C)N)=O N-(4-acetamidophenyl)-2-amino-5-(4-((dimethylamino)methyl)phenyl)nicotinamide